FC=1C=CC2=C(CCO2)C1CNC1=NC(=C2N1C=NC=C2C=2C=1N(C(=CC2)C(C)(C)O)N=CN1)C#N (((5-fluoro-2,3-dihydrobenzofuran-4-yl)methyl)amino)-8-(5-(2-hydroxypropan-2-yl)-[1,2,4]triazolo[1,5-a]pyridin-8-yl)imidazo[1,5-c]pyrimidine-1-carbonitrile